C(C)(C)C1=NC(=CC(=C1NC(=O)NS(=O)(=O)C=1C=NN2C1OC[C@H](C2)NC)C(C)C)OC (S)-N-((2,4-diisopropyl-6-methoxypyridin-3-yl)carbamoyl)-6-(methylamino)-6,7-dihydro-5H-pyrazolo[5,1-b][1,3]oxazine-3-sulfonamide